(3S,7R,8aS)-3-(4-chlorobenzyl)-2-(1-(4-chloropyridin-2-yl)piperidin-4-yl)-7-methoxyoctahydropyrrolo[1,2-a]pyrazine 2,2,2-trifluoroacetate FC(C(=O)O)(F)F.ClC1=CC=C(C[C@@H]2N(C[C@H]3N(C2)C[C@@H](C3)OC)C3CCN(CC3)C3=NC=CC(=C3)Cl)C=C1